Methyl 2-[(2S,4R)-4-hydroxy-1-[2-(3-methoxy-1,2-oxazol-5-yl)-3-methylbutyryl] pyrrolidin-2-yl]-1H-imidazole-4-carboxylate O[C@@H]1C[C@H](N(C1)C(C(C(C)C)C1=CC(=NO1)OC)=O)C=1NC=C(N1)C(=O)OC